FC(CCCCCCOC(CCC(=O)OCC1=CC(=CC(=C1)CO)CO)OCCCCCCC(C(F)(F)F)(F)F)(C(F)(F)F)F 3,5-bis(hydroxymethyl)benzyl 4,4-bis((7,7,8,8,8-pentafluorooctyl)oxy)butanoate